C(CCC)OC(C)COC(C)COC(C)CO tripropyleneglycol n-butyl ether